C(C)(C)(C)OC(=O)NC1CC(C1)OC1=C(C=C(C(=O)OC)C=C1)OCOCC[Si](C)(C)C methyl 4-[3-(tert-butoxycarbonylamino)cyclobutoxy]-3-(2-trimethylsilylethoxymethoxy)benzoate